C1(=CC=CC=C1)C1C(C2(CCC1C2(C)C)C)(C=2C(=C(C=CC2C)B2OC(C(O2)(C)C)(C)C)C)C2=CC=CC=C2 2-(3-(diphenylbornyl)-2,4-dimethylphenyl)-4,4,5,5-tetramethyl-1,3,2-dioxaborolan